C(C)OC(C(C)(C)OC1=C(C=C(C=C1C)CN1C=NN(C1=O)C1=CC=C(C=C1)Cl)C)=O 2-(4-((1-(4-chlorophenyl)-5-oxo-1,5-dihydro-4H-1,2,4-triazol-4-yl)methyl)-2,6-dimethylphenoxy)-2-methylpropanoic acid ethyl ester